ClCCC1(NCC(C1)F)C(=O)[O-] 2-(2-chloroethyl)-4-fluoropyrrolidine-2-carboxylate